(2S,4E)-5-chloro-N-(2-methylphenyl)-2-butenamide ClC=1C=CC(=C(C1)NC(C=CC)=O)C